3-(1-(3,3-difluoroazetidine-1-yl)ethyl)-1-methyl-5-nitro-1H-indazole FC1(CN(C1)C(C)C1=NN(C2=CC=C(C=C12)[N+](=O)[O-])C)F